COC1=C(C(=CC=C1)OC)C=1C(=CC=CC1)O 2',6'-dimethoxy-[1,1'-biphenyl]-2-ol